methyl 3-(hydroxy-methyl)cyclobutanecarboxylate OCC1CC(C1)C(=O)OC